(2R,3R)-4-(2-(6-Chloroimidazo[1,2-a]pyridin-3-yl)pyrimidin-4-yl)-1-cyclopropyl-3-methylpiperazine-2-carboxamide ClC=1C=CC=2N(C1)C(=CN2)C2=NC=CC(=N2)N2[C@@H]([C@@H](N(CC2)C2CC2)C(=O)N)C